8-chloro-N-(2,2-difluorobenzo[d][1,3]dioxolan-5-yl)quinoline-2-amine ClC=1C=CC=C2C=CC(=NC12)NC1=CC2=C(OC(O2)(F)F)C=C1